S1C(=NC2=C1C=CC=C2)NC(=O)C=2C=CC=C1CCN(CC21)C2=CC=C(C(=N2)C(=O)OC(C)(C)C)C2=C(C(=CC=C2)OC2CCN(CC2)CC(=O)OCC)C tert-butyl 6-[8-(1,3-benzothiazol-2-ylcarbamoyl)-3,4-dihydro-1H-isoquinolin-2-yl]-3-[3-[[1-(2-ethoxy-2-oxo-ethyl)-4-piperidyl]oxy]-2-methyl-phenyl]pyridine-2-carboxylate